3-(7-bromo-6-Chloro-2,4-dioxo-3,4-dihydro-quinazolin-1(2H)-yl)benzonitrile BrC1=C(C=C2C(NC(N(C2=C1)C=1C=C(C#N)C=CC1)=O)=O)Cl